C1(CCC1)NC1=NC=CC(=C1)OC=1C=C2CC(COC2=CC1)C=1NC=C(N1)C1=CC=CC=C1 N-cyclobutyl-4-[3-(4-phenyl-1H-imidazol-2-yl)chroman-6-yl]oxy-pyridin-2-amine